COC=1C=C(C=CC1OC)C1=CC=NC=2N1N=C(C2)C(=O)N2CC(NCC2)(C)C (7-(3,4-dimethoxyphenyl)pyrazolo[1,5-a]pyrimidin-2-yl)(3,3-dimethylpiperazin-1-yl)methanone